C(C)(C)(C)C=1C(=C(C=C(C1)C)CCC(=O)[O-])O 3-(5-t-butyl-4-hydroxy-m-tolyl)propionate